N-(4-hydroxy-3-(methylsulfonyl)phenyl)-4-((4-methylphenylethyl)thio)benzamide OC1=C(C=C(C=C1)NC(C1=CC=C(C=C1)SCCC1=CC=C(C=C1)C)=O)S(=O)(=O)C